C1(CCCC1)C1=C(C=C(C=C1)C1=C(C2=C(S1)C=C(C=C2)C2=NN=NN2)C(=O)N)F (4-cyclopentyl-3-fluorophenyl)-6-(1H-tetrazol-5-yl)benzo[b]thiophene-3-carboxamide